dimethylAmine hydrochloride Cl.CNC